N-(2,6-dibromophenyl)maleimide BrC1=C(C(=CC=C1)Br)N1C(C=CC1=O)=O